COCCOC=1C=C(C=O)C=CC1 3-(2-methoxyethoxy)benzaldehyde